ClC=1C(=NC(=NC1)NC=1C(=NC=2CCN(CC2C1)C)OC)N1CC(C2=CC=CC=C12)(C)CC(=O)O 2-(1-(5-Chloro-2-((2-methoxy-6-methyl-5,6,7,8-tetrahydro-1,6-naphthyridin-3-yl)amino)pyrimidin-4-yl)-3-methylindolin-3-yl)acetic acid